P(=O)(O)(O)C(C(C(=O)[O-])(C(=O)[O-])C(=O)[O-])CC Phosphonobutantricarboxylat